FC1=C(CNOCC#C)C=CC(=C1)F N-(2,4-difluorobenzyl)-O-2-propynylhydroxylamine